tert-butyl ((1S)-(5-(1-amino-2-methoxyethyl)benzo[d]-oxazol-2-yl)(4,4-difluorocyclohexyl)methyl)carbamate NC(COC)C=1C=CC2=C(N=C(O2)[C@H](C2CCC(CC2)(F)F)NC(OC(C)(C)C)=O)C1